C(=C)OCCO monoethylene glycol monovinyl ether